CC(CCCCCCCCCCCC)C1=CNC(O1)=O 5-(tetradecan-2-yl)oxazol-2(3H)-one